COC1=CC=C(C=C1)C=1C=C(C=NC1)CC(=O)O 2-(5-(4-methoxyphenyl)pyridin-3-yl)acetic acid